CC1=C(N=C(C(=C1C(=O)O)N)C=1C=NN(C1)C)C1=CC=C(C=C1)Cl Methyl-3-amino-6-(4-chlorophenyl)-2-(1-methyl-1H-pyrazol-4-yl)isonicotinic acid